C(#C)C=1SC=C(N1)NC(NCC1=CC=C(C=C1)N1C(CCC1)C(=O)N)=O 1-(4-((3-(2-ethynylthiazol-4-yl)ureido)methyl)phenyl)pyrrolidine-2-carboxamide